2-fluoro-phenyl isothiocyanate FC1=C(C=CC=C1)N=C=S